ClC1=CC2=C(C=C3N2C(=NN(C3=O)CC(=O)NC3CCC(CC3)C(=O)O)C(C)(C)O)S1 (1r,4r)-4-(2-(2-chloro-5-(2-hydroxypropan-2-yl)-8-oxothieno[2',3':4,5]pyrrolo[1,2-d][1,2,4]triazin-7(8H)-yl)acetamido)cyclohexane-1-carboxylic acid